COC1=CC=C(CN(C=2C(=C(C=C(C2)C)C=2C(=C3N=CN=C4C3=C(OC(C3C5CCC(CN43)N5C(=O)[O-])C)N2)Cl)F)CC2=CC=C(C=C2)OC)C=C1 2-(3-(bis(4-methoxybenzyl)amino)-2-fluoro-5-methylphenyl)-1-chloro-5-methyl-5a,6,7,8,9,10-hexahydro-5H-4-oxa-3,10a,11,13,14-pentaaza-6,9-methanonaphtho[1,8-ab]heptalene-14-carboxylate